C(CCCCCCCCCCCCCCCCC)NC(CCC(=O)OC[C@@H]1CNC[C@@H](O1)N1C2=NC=NC(=C2N=C1)NC(C1=CC=CC=C1)=O)=O [(2S,6R)-6-(6-benzamido-9H-purin-9-yl)morpholin-2-yl]methyl 4-(octadecylamino)-4-oxobutanoate